3-fluoro-4-piperazinyl-benzonitrile FC=1C=C(C#N)C=CC1N1CCNCC1